ClC1=CC(=C(COC2=CC=CC(=N2)C2=CC(=C(CC3=NC4=C(N3[C@@H]3COCC3(C)C)C=C(C=C4F)C(=O)O)C(=C2)F)F)C=C1)F (S)-2-(4-(6-((4-chloro-2-fluorobenzyl)oxy)pyridin-2-yl)-2,6-difluorobenzyl)-1-(4,4-dimethyltetrahydrofuran-3-yl)-4-fluoro-1H-benzo[d]imidazole-6-carboxylic acid